ClC=1C=C(C=CC1)CO[C@@H]1C[C@H](NC1)C(=O)O (2S,4R)-4-[(3-chlorophenyl)-methoxy]pyrrolidine-2-carboxylic acid